2-hexyldecyl 3-((4-((2-(dimethylamino)ethyl)amino)-3-(2-octyldodecanamido)-4-oxobutyl)thio)propanoate CN(CCNC(C(CCSCCC(=O)OCC(CCCCCCCC)CCCCCC)NC(C(CCCCCCCCCC)CCCCCCCC)=O)=O)C